C1(CCCC2C3CCC=CC3=CC=C12)C(=O)O octahydrophenanthrene-1-carboxylic acid